ClC(C1=NC(=NC(=N1)C(Cl)(Cl)Cl)C=CC=1OC(=CC1)C)(Cl)Cl 2,4-bis(trichloromethyl)-6-[2-(5-methyl-2-furyl)vinyl]s-triazine